4-phenyl-3-butyn-2-one O-benzyl oxime C(C1=CC=CC=C1)ON=C(C)C#CC1=CC=CC=C1